methyl (S)-2-azido-4,4,4-trifluoro-2-methylbutanoate N(=[N+]=[N-])[C@](C(=O)OC)(CC(F)(F)F)C